C(C)(C)(C)C1=C(C=C(C=C1)NC([C@H](NC(CC1=CC(=NO1)O)=O)C1CCC(CC1)(F)F)=O)F (2R)-N-(4-tert-butyl-3-fluorophenyl)-2-(4,4-difluorocyclohexyl)-2-(((3-hydroxy-1,2-oxazol-5-yl)acetyl)amino)acetamide